BrC=1C=C(CN2CC=3C(N(C=4N=CC=CC4C3CC2)CC2=CC=C(C=C2)Cl)=O)C=CC1 3-(3-Bromobenzyl)-6-(4-chlorobenzyl)-2,3,4,6-tetrahydropyrido[3,4-c][1,8]naphthyridine-5(1H)-one